N,N,N',N'-Tetramethyl-1,6-hexandiamin CN(CCCCCCN(C)C)C